FC(C1=C(C=CC(=C1)C(F)(F)F)C=1C=C2CC(C(C2=CC1)NC(O[C@@H]1CN2CCC1CC2)=O)(C)C)(F)F (S)-quinuclidin-3-yl (5-(2,4-bis(trifluoromethyl)phenyl)-2,2-dimethyl-2,3-dihydro-1H-inden-1-yl)carbamat